Methyl 3-(N-(5-cyano-4-fluoro-2-(pyrimidin-2-yl)phenyl)sulfamoyl)-4-cyclopropylbenzoate C(#N)C=1C(=CC(=C(C1)NS(=O)(=O)C=1C=C(C(=O)OC)C=CC1C1CC1)C1=NC=CC=N1)F